ClC1=CN=C(S1)COC1=CC=CC(=N1)C1=CC(=C(CC2=NC3=C(N2C[C@H]2OCC2)C=C(C=C3F)C(=O)O)C=C1F)F (S)-2-(4-(6-((5-chlorothiazol-2-yl)methoxy)pyridin-2-yl)-2,5-difluorobenzyl)-4-fluoro-1-(oxetan-2-ylmethyl)-1H-benzo[d]imidazole-6-carboxylic acid